OC1=C(C=CC=C1)C=1C=C2N3CCN(C[C@@H]3CNC2=NN1)C1=NC=C(C=N1)C1CCN(CC1)CCCCOC1=C(C=CC=C1)C#CCNC(OC(C)(C)C)=O tert-butyl N-[3-[2-[4-[4-[2-[(10S)-4-(2-hydroxyphenyl)-1,5,6,8,12-pentazatricyclo[8.4.0.02,7]tetradeca-2,4,6-trien-12-yl]pyrimidin-5-yl]-1-piperidyl]butoxy]phenyl]prop-2-ynyl]carbamate